N-(5-cyanopyridin-3-yl)-N'-(2-cyclopropyl-8-(1-methoxyethyl)imidazo[1,2-b]pyridazin-7-yl)urea C(#N)C=1C=C(C=NC1)NC(=O)NC1=C(C=2N(N=C1)C=C(N2)C2CC2)C(C)OC